isopropyl 3,3-dimethoxy-1-(methoxymethyl)cyclobutanecarboxylate COC1(CC(C1)(C(=O)OC(C)C)COC)OC